3-(1-oxo-5-(1-(4-(trifluoromethyl)benzyl)piperidin-4-yl)isoindolin-2-yl)piperidine-2,6-dione methyl-4-((S)-1-((R)-2-((3-formylbenzyl)oxy)-3-methylbutanamido)ethyl)benzoate COC(C1=CC=C(C=C1)[C@H](C)NC([C@@H](C(C)C)OCC1=CC(=CC=C1)C=O)=O)=O.O=C1N(CC2=CC(=CC=C12)C1CCN(CC1)CC1=CC=C(C=C1)C(F)(F)F)C1C(NC(CC1)=O)=O